1-(5-methyl-6,8-dihydroimidazo[4,5-e]isoindol-7(1H)-yl)-2-(1-(2-(trifluoromethyl)pyridin-4-yl)azetidin-3-yl)ethan-1-one CC=1C=C2C(=C3CN(CC13)C(CC1CN(C1)C1=CC(=NC=C1)C(F)(F)F)=O)NC=N2